C[SiH2]O[SiH3] methyl-di-siloxane